dicyclohexylamine tetrafluoroborate salt F[B-](F)(F)F.C1(CCCCC1)NC1CCCCC1